CN([C@@H](CC(C)C)C(=O)O)C(=O)C1=CN=C(O1)C1=CC(=CC=C1)C1=CC(=NN1)C(N[C@H](C(=O)OC)CC(C)C)=O.NCCC(C)O[Si](OCC)(OCC)CCCN aminoethyl-γ-aminopropyl-triethoxysilane methyl-(2-(3-(3-(((S)-1-methoxy-4-methyl-1-oxopentan-2-yl)carbamoyl)-1H-pyrazol-5-yl)phenyl)oxazole-5-carbonyl)-L-leucinate